4-((2-methylquinolin-4-yl)methyl)morpholin-3-one CC1=NC2=CC=CC=C2C(=C1)CN1C(COCC1)=O